CCC(C(=O)O)(C)N=NC(C(=O)O)(C)C.COC(C(C)(C)N=NC(C(=O)OC)(C)C)=O.C(CCCCCCCCC)C1=C(C=CC=C1)C(Br)(C1=C(C=CC=C1)CCCCCCCCCC)C1=C(C=CC=C1)CCCCCCCCCC tri(decylphenyl)bromomethane dimethyl-2,2'-azobis(2-methylpropionate) (methyl-2,2'-azobis(2-methylpropionate))